C(C)(C)(C)N(C(O)=O)CC1=CC=C(C=C1)C(N)=S.OCC1=CC=C(C=C1)CC(O)(C)C(C)(C)O 4-hydroxymethylphenyl-pinacol tert-butyl-(4-carbamothioylbenzyl)carbamate